CC(C(=O)N1C[C@H](CCC1)C(=O)OCC)CC1=CC=C2C(=CNC(C2=C1)=O)C1=C(C=CC=C1)C Ethyl (3S)-1-(2-methyl-3-(1-oxo-4-(o-tolyl)-1,2-dihydroisoquinolin-7-yl)propanoyl)piperidine-3-carboxylate